NC1=C(C=C(C(=C1)Cl)S(=O)(=O)N)S(=O)(=O)N 4-Amino-6-chloro-1,3-benzendisulfonamide